1-((1s,3s)-3-((5-([1,2,4]triazolo[4,3-a]pyridin-6-yl)-4-methoxy-7H-pyrrolo[2,3-d]pyrimidin-2-yl)amino)-1-methylcyclobutyl)pyrrolidin-2-one N=1N=CN2C1C=CC(=C2)C2=CNC=1N=C(N=C(C12)OC)NC1CC(C1)(C)N1C(CCC1)=O